O1C(NCC1)N1N=CC=C1[C@H]1[C@@H](C1)C(=O)O trans-2-[1-(oxazolidin-2-yl)-1H-pyrazol-5-yl]cyclopropane-1-carboxylic acid